3-(2-(methoxymethyl)azetidin-1-yl)-2-nitrophenol COCC1N(CC1)C=1C(=C(C=CC1)O)[N+](=O)[O-]